N-((2-(4-((3-acetamidopropyl)thio)phenyl)thiazol-5-yl)methyl)-11-oxo-10,11-dihydrodibenzo[b,f][1,4]thiazepine-8-carboxamide 5,5-dioxide C(C)(=O)NCCCSC1=CC=C(C=C1)C=1SC(=CN1)CNC(=O)C1=CC2=C(S(C3=C(C(N2)=O)C=CC=C3)(=O)=O)C=C1